9-(4-chlorophenyl)fluorene ClC1=CC=C(C=C1)C1C2=CC=CC=C2C=2C=CC=CC12